C(=O)C=1N(N=C2C(=CC=CC12)OCCCOC)C[C@@H](C(C)(C)C)NC(OC(C)(C)C)=O tert-butyl (R)-(1-(3-formyl-7-(3-methoxypropoxy)-2H-indazol-2-yl)-3,3-dimethylbutan-2-yl)carbamate